(1-(cyclopropylamino)-3-methyl-1-oxobutan-2-yl)carbamic acid tert-butyl ester C(C)(C)(C)OC(NC(C(=O)NC1CC1)C(C)C)=O